CC1=CN=C2N1C=CC(=C2)OC2=C(C=C(C=C2)[N+](=O)[O-])C 3-methyl-7-(2-methyl-4-nitrophenoxy)imidazo[1,2-a]pyridine